(2-chlorothiazol-5-yl)-4,4-dimethyl-2-(1H-1,2,4-triazole-1-yl)pentane-3-ol ClC=1SC(=CN1)CC(C(C(C)(C)C)O)N1N=CN=C1